2,4-dichlorobenzylethylamine ClC1=C(CNCC)C=CC(=C1)Cl